C(#N)C1=C(OC(CCSCC2=C(N3C([C@H]([C@H]3SC2)NC(CC2=CC=CC=C2)=O)=O)C(=O)O)=O)C=CC=C1 (6R,7R)-3-(((3-(2-cyanophenoxy)-3-oxopropyl)thio)methyl)-8-oxo-7-(2-phenylacetamido)-5-thia-1-azabicyclo[4.2.0]oct-2-ene-2-carboxylic acid